6-((3-(5-(3,5-Difluorophenyl)-4,5-dihydro-1H-pyrazole-1-carbonyl)bicyclo[1.1.1]pent-1-yl)methoxy)pyrimidine-4-carbonitrile FC=1C=C(C=C(C1)F)C1CC=NN1C(=O)C12CC(C1)(C2)COC2=CC(=NC=N2)C#N